1,4-dimethyl-5-nitroindole CN1C=CC2=C(C(=CC=C12)[N+](=O)[O-])C